BrC=1C=C(C(N(C1)C([2H])([2H])[2H])=O)NC1=CC=C(C=N1)N1[C@H](CN(CC1)C1CCN(CC1)C=1C=C2C(N(C(C2=CC1)=O)C1C(NC(CC1)=O)=O)=O)C 5-(4-((S)-4-(6-((5-bromo-1-(methyl-d3)-2-oxo-1,2-dihydropyridin-3-yl)amino)pyridin-3-yl)-3-methylpiperazin-1-yl)piperidin-1-yl)-2-(2,6-dioxopiperidin-3-yl)isoindoline-1,3-dione